BrC=1C(=NC(=NC1)C(=O)OC)C methyl 5-bromo-4-methylpyrimidine-2-carboxylate